C(C(C)C)OC1=CC=C(CN2C(N(C3(CC3)C2)C2CCN(CC2)C)=O)C=C1 6-(4-isobutoxybenzyl)-4-(1-methylpiperidin-4-yl)-4,6-diazaspiro[2.4]heptane-5-one